C(CC#C)NCC=1C=C(CN)C=C(C1)CNCCC#C 3,5-bis(3-butynylaminomethyl)benzylamine